(6Z,9Z,23Z,26Z)-dotriaconta-6,9,23,26-tetraene-16,17-diol CCCCC\C=C/C\C=C/CCCCCC(C(CCCCC\C=C/C\C=C/CCCCC)O)O